C(C)(=O)O\C=C/CCCCCCCCCC\C=C\CC (Z,E)-l-1,13-hexadecadienyl acetate